2-(4-chloro-3-(trifluoromethyl)phenoxy)-5-(hydroxymethyl)benzonitrile ClC1=C(C=C(OC2=C(C#N)C=C(C=C2)CO)C=C1)C(F)(F)F